ClC1=NC=C(C(=N1)C=1N=C(OC1)C(=O)OCC)F ethyl 4-(2-chloro-5-fluoropyrimidin-4-yl)oxazole-2-carboxylate